Manganese-cerium [Ce].[Mn]